5-methyl-4,5-dihydroisoxazole-5-carboxylic acid CC1(CC=NO1)C(=O)O